3,5-dichloro-N-(4-(N-(3,5-dibromophenyl)sulfamoyl)phenyl)benzenesulfonamide ClC=1C=C(C=C(C1)Cl)S(=O)(=O)NC1=CC=C(C=C1)S(NC1=CC(=CC(=C1)Br)Br)(=O)=O